2,2'-propylidenebis[4-nonyl-6-(α-methylbenzyl)phenol] C(CC)(C1=C(C(=CC(=C1)CCCCCCCCC)C(C1=CC=CC=C1)C)O)C1=C(C(=CC(=C1)CCCCCCCCC)C(C1=CC=CC=C1)C)O